tri-isopropylsilyloxymethyl ether C(C)(C)[Si](OCOCO[Si](C(C)C)(C(C)C)C(C)C)(C(C)C)C(C)C